(4-(di([1,1-biphenyl]-4-yl)amino)phenyl)boronic acid C1(=CC=C(C=C1)N(C1=CC=C(C=C1)B(O)O)C1=CC=C(C=C1)C1=CC=CC=C1)C1=CC=CC=C1